ClC1=NC=C(C(=C1)C1=C(C=NC(=C1)C)C(=O)NC=1SC(=NN1)OC1(CC1)C1COCC1)OC 2'-chloro-5'-methoxy-6-methyl-N-(5-(1-(tetrahydrofuran-3-yl)cyclopropoxy)-1,3,4-thiadiazol-2-yl)-[4,4'-bipyridine]-3-carboxamide